C(C1=CC=CC=C1)N1[C@@H]2CN(C([C@H](C1)CC2)C(=O)OC)C(=O)OC(C)(C)C 3-(tert-butyl) 2-methyl (1S,5S)-6-benzyl-3,6-diazabicyclo[3.2.2]nonane-2,3-dicarboxylate